2-(4-cyclopropanecarbonyl-phenyl)-2-methyl-propionic acid C1(CC1)C(=O)C1=CC=C(C=C1)C(C(=O)O)(C)C